(7-Chloro-6-fluoro-1-(4-(morpholinomethyl)phenyl)-5,5-dioxo-1,4-dihydrothiochromeno[4,3-c]pyrazol-3-yl)(4-oxa-7-azaspiro[2.5]oct-7-yl)methanone ClC=1C=CC2=C(C1F)S(CC1=C2N(N=C1C(=O)N1CCOC2(CC2)C1)C1=CC=C(C=C1)CN1CCOCC1)(=O)=O